(3S)-3-({1-cyclopentyl-5-[2-(trifluoromethyl)phenyl]-1H-pyrazol-3-yl}formamido)-5-(pyrrolidin-1-yl)pentanoic acid C1(CCCC1)N1N=C(C=C1C1=C(C=CC=C1)C(F)(F)F)C(=O)N[C@H](CC(=O)O)CCN1CCCC1